C1(CC1)N1CCN(CC1)C1CCN(CC1)C1=C(C=C(C(=C1)OC)NC1=NC=NC(=C1)N1OCC[C@@H]1C1=CC2=CC=CC=C2C=C1)NC(C=C)=O N-(2-(4-(4-cyclopropylpiperazine-1-yl)piperidine-1-yl)-4-methoxy-5-((6-((R)-3-(naphthalene-2-yl)isoxazolidine-2-yl)pyrimidine-4-yl)amino)phenyl)acrylamide